C(C)(=O)O.ClC=1C=C(C=CC1)NCC1(CN(C1)C(=O)C1=C(C(=C(C=C1)F)F)NC1=C(C=C(C=C1)I)F)O 3-{[(3-chlorophenyl)amino]methyl}-1-({3,4-difluoro-2-[(2-fluoro-4-iodophenyl)amino]phenyl}carbonyl)azetidin-3-ol acetate salt